NC1=NC=NN2C1=NC=C2C=2C=C(C=CC2C)S(=O)(=O)NC2CC(C2)(F)F 3-(4-aminoimidazo[2,1-f][1,2,4]triazin-7-yl)-N-(3,3-difluorocyclobutyl)-4-methylbenzenesulfonamide